OC=1C(NC=NC1C(=C)CC1=CC=C(C=C1)C#CC#CC1=CC=C(C=C1)C(=O)N1CCN(CC1)C)=O 5-hydroxy-6-(3-(4-((4-(4-methylpiperazine-1-carbonyl)phenyl)buta-1,3-diyn-1-yl)phenyl)prop-1-en-2-yl)pyrimidin-4(3H)-one